C1(CC1)C=1C(=NSC1C(=O)OCC)C1=NN(C=C1C)C ethyl 4-cyclopropyl-3-(1,4-dimethyl-1H-pyrazol-3-yl)isothiazole-5-carboxylate